NC1=C(C(=C(C(=C1N)O)N)N)O 2,3,5,6-tetraamino-1,4-benzenediol